C[C@@H](CCOC=O)CCC=C(C)C |r| Formic acid (+-)-3,7-dimethyl-6-octenyl ester